N-(6-chloropyridin-3-yl)-6-(pyrimidin-5-yl)isoquinolin-1-amine ClC1=CC=C(C=N1)NC1=NC=CC2=CC(=CC=C12)C=1C=NC=NC1